NC1=CC=C(C(=N1)F)C=1NC(=C(N1)F)[C@@H]1CCC=2N1C(C=C(N2)C2=C(C=CC(=C2)Cl)N2N=NN=C2)=O (6S)-6-[2-(6-Amino-2-fluoro-3-pyridinyl)-4-fluoro-1H-imidazol-5-yl]-2-[5-chloro-2-(1H-tetrazol-1-yl)phenyl]-7,8-dihydropyrrolo[1,2-a]pyrimidin-4(6H)-on